5-Fluoro-6-(2-methoxyethoxy)-3-(3-{4-[2-(piperazin-1-yl)ethoxy]phenyl}-1,2-oxazol-5-yl)-1H-indazol FC=1C=C2C(=NNC2=CC1OCCOC)C1=CC(=NO1)C1=CC=C(C=C1)OCCN1CCNCC1